(tert-butylamino)-4-((1R,3R)-3-hydroxy-4,4-dimethylcyclohexylamino)pyrimidine-5-carboxamide C(C)(C)(C)NC1=NC=C(C(=N1)N[C@H]1C[C@H](C(CC1)(C)C)O)C(=O)N